NC=1N=C(C(=C(C(=O)N(C)OC)C1)Br)OC 6-amino-3-bromo-N,2-dimethoxy-N-methylisonicotinamide